FC1=CN(N(C1)C(=O)OC(C)(C)C)C1=NC=CC=C1F tert-butyl 4-fluoro-2-(3-fluoropyridin-2-yl)pyrazoline-1-carboxylate